5-isopropyl-1-(tetrahydro-2H-pyran-2-yl)-1H-pyrazol-4-ol C(C)(C)C1=C(C=NN1C1OCCCC1)O